5-chloro-2-ethyl-3-nitropyrazolo[1,5-a]pyrimidine ClC1=NC=2N(C=C1)N=C(C2[N+](=O)[O-])CC